CC(CC(=O)O)(CC(=O)[O-])O The molecule is a dicarboxylic acid monoanion resulting from the removal of a proton from one of the carboxylic acid groups of 3-hydroxy-3-methylglutaric acid. It has a role as a human metabolite and a plant metabolite. It derives from a glutarate(1-). It is a conjugate base of a 3-hydroxy-3-methylglutaric acid. It is a conjugate acid of a 3-hydroxy-3-methylglutarate(2-).